C(C(=C)C)(=O)[Si](C(C)C)(C(C)C)C(C)C methacryloyl-triisopropyl-silane